NC1=NC=NN2C1=C(C=C2C=2C=CC(=C(C(=O)N[C@@H]1CN(C[C@@H]1F)C(=O)C1=CC(=NN1C)C)C2)C)C(F)(F)F 5-[4-amino-5-(trifluoromethyl)pyrrolo[2,1-f][1,2,4]triazin-7-yl]-N-[(3R,4S)-1-(1,3-dimethyl-1H-pyrazole-5-carbonyl)-4-fluoropyrrolidin-3-yl]-2-methylbenzamide